2,6-dimethylpiperidino-dimethylsilane CC1N(C(CCC1)C)[SiH](C)C